C(C)(C)C1=CC=C(COC=2C(C(=O)O)=CC=CC2)C=C1.C(C=1C(O)=CC=CC1)(=O)O.N(CCO)(CCO)CCO triethanolamine salicylate 4-isopropyl-benzyl-salicylate